2-(PYRIMIDIN-4-YL)ACETALDEHYDE N1=CN=C(C=C1)CC=O